FC=1C=CC(=NC1)C1=NN(C=C1C1=CC=NC2=CC=C(C=C12)C#N)C 4-[3-(5-fluoro-2-pyridinyl)-1-methyl-pyrazol-4-yl]Quinoline-6-carbonitrile